C(C(C)C)[C@H]1C(N(CCN1)[C@H](C(=O)N1CCC(CC1)COC1=CC=C(C=C1)CC(=O)O)CC(C)C)=O {p-[(1-{(S)-2-[(S)-3-Isobutyl-2-oxo-1-piperazinyl]-4-methylvaleryl}-4-piperidyl)meth-oxy]phenyl}acetic acid